NitroEthanol CC([N+](=O)[O-])O